methyl 5-((5-(2-chlorophenyl)-1,3,4-thiadiazol-2-yl)carbamoyl)isoxazole-3-carboxylate ClC1=C(C=CC=C1)C1=NN=C(S1)NC(=O)C1=CC(=NO1)C(=O)OC